C(CCC)C=1OC=2N=C3N(C(C2N1)=O)CCC3 2-butyl-6,7-dihydrooxazolo[5,4-d]pyrrolo[1,2-a]pyrimidin-9(5H)-one